C1(CC1)C1(CC(N(CC1)C(=O)OCC1=CC=CC=C1)C1=CC=C(C=C1)C(=O)OC)O Benzyl 4-cyclopropyl-4-hydroxy-2-(4-(methoxycarbonyl)phenyl)piperidine-1-carboxylate